FC(C(=O)O)(F)F.FC(C(=O)O)(F)F.O1CCC1NCC1CN(CC1)C=1N=NC(=CN1)C1=C(C=C(C=C1)C=1C=NNC1)O 2-[3-(3-{[(oxetan-4-yl)amino]methyl}pyrrolidin-1-yl)-1,2,4-triazin-6-yl]-5-(1H-pyrazol-4-yl)phenol bistrifluoroacetate